CN1N=C(C(=C1)C)[C@@H](C1(CCCC1)C)NC1=C(C(C1=O)=O)NC1=C(C(=NC=C1)C(=O)OC(C)(C)C)OC tert-Butyl (R)-4-((2-(((1,4-dimethyl-1H-pyrazol-3-yl)(1-methylcyclopentyl)methyl)-amino)-3,4-dioxocyclobut-1-en-1-yl)amino)-3-methoxypicolinate